1-acetyl-cyclopropyl-p-chloroaniline C(C)(=O)C1(CC1)NC1=CC=C(C=C1)Cl